N[C@@H]1CC[C@H](CC1)NC=1C=2N(N=CC1C(=NC1=C(C=C(C=C1)O)Cl)N)C=CC2 4-[(trans-4-aminocyclohexyl)amino]-N'-(2-chloro-4-hydroxy-phenyl)pyrrolo[1,2-b]-pyridazine-3-carboxamidine